C(C)[Si](OCC1=C(C(=C(C=C1)C)C)[N+](=O)[O-])(CC)CC triethyl(3,4-dimethyl-2-nitrobenzyloxy)silane